1-pentyl-2,3,4,5-tetramethylpyrazole C(CCCC)N1N(C(C(=C1C)C)C)C